2-benzoyl-2-propanol C(C1=CC=CC=C1)(=O)C(C)(C)O